5,7-dimethoxy-2-(3,4,5-trimethoxyphenyl)-4H-chromene-4-one COC1=C2C(C=C(OC2=CC(=C1)OC)C1=CC(=C(C(=C1)OC)OC)OC)=O